N-(methyl-d3)-pyridazine-3-carboxamide C(NC(=O)C=1N=NC=CC1)([2H])([2H])[2H]